1-(4-(6-chloro-8-fluoro-7-(2-fluoro-6-hydroxyphenyl)-2-(4-hydroxy-cyclohexyloxy)quinazolin-4-yl)piperazin-1-yl)prop-2-en-1-one ClC=1C=C2C(=NC(=NC2=C(C1C1=C(C=CC=C1O)F)F)OC1CCC(CC1)O)N1CCN(CC1)C(C=C)=O